N-(3-chlorophenyl)-4-piperidin-4-ylbenzamide ClC=1C=C(C=CC1)NC(C1=CC=C(C=C1)C1CCNCC1)=O